2-(dibenzothiophene-4-yl)-4-(1,1'-biphenyl-4-yl)-6-(4'-phenyl-1,1'-biphenyl-3-yl)-1,3,5-triazine C1=CC=C(C=2SC3=C(C21)C=CC=C3)C3=NC(=NC(=N3)C3=CC=C(C=C3)C3=CC=CC=C3)C=3C=C(C=CC3)C3=CC=C(C=C3)C3=CC=CC=C3